COC=1C=C(C=CC1CNNC1=C2N=C(N(C2=NC=N1)C1=CC=CC2=CC=CC=C12)C1=CC2=CC=CC=C2C=C1)O (E)-3-methoxy-4-((2-(9-(naphthalene-1-yl)-8-(naphthalene-2-yl)-9H-purin-6-yl)hydrazino)methyl)phenol